Trans-(5-((3-(aminomethyl)phenyl)sulfonyl)-1-cyclohexylpiperidin-3-yl)(morpholino)methanone (3-fluoropropyl)(2,2,2-trifluoroethyl)sulfite FCCCS(=O)(O)(O)CC(F)(F)F.NCC=1C=C(C=CC1)S(=O)(=O)[C@H]1C[C@@H](CN(C1)C1CCCCC1)C(=O)N1CCOCC1